C[Si](CCO)(CCCCCCCCCCCCCCCCCC)C 2-(dimethyl-(octadecyl)silyl)ethanol